NC=1C=C(C=C(C1)C(F)(F)F)C(C)NC1=NC=2N(C3=CC=C(C=C13)N1CCOCC1)CCN2 [1-(3-amino-5-trifluoromethyl-phenyl)-ethyl]-(7-morpholin-4-yl-1,2-dihydro-imidazo[1,2-a]quinazolin-5-yl)-amine